[Si](C)(C)(C(C)(C)C)O[C@@H]1CC2=CC[C@H]3[C@@H]4CC[C@@H]([C@@]4(C)CC[C@@H]3[C@]2(CC1)C)OCCO 3β-(tert-Butyldimethylsilyloxy)-17β-(2-hydroxyethoxy)-androst-5-ene